N-(8-(6-fluoropyridin-3-yl)quinoxalin-6-yl)furan-2-carboxamide FC1=CC=C(C=N1)C=1C=C(C=C2N=CC=NC12)NC(=O)C=1OC=CC1